CC(C)(C)C1=CC=C(C=C1)OCC2CO2 p-tert-Butylphenylglycidylether